(S,E)-1-(2-(2-Fluoroethoxy)-4-(2-(2-methyl-[1,1'-biphenyl]-3-yl)ethenyl)-5-(Trifluoromethyl)benzyl)piperidine-2-carboxylic acid FCCOC1=C(CN2[C@@H](CCCC2)C(=O)O)C=C(C(=C1)\C=C\C=1C(=C(C=CC1)C1=CC=CC=C1)C)C(F)(F)F